(R)-10-((5-chloro-2-((S)-4,4-difluoro-3-hydroxypiperidin-1-yl)pyrimidin-4-yl)amino)-2-cyclopropyl-7-methyl-1,2,3,4-tetrahydro-[1,4]oxazepino[2,3-c]quinolin-6(7H)-one ClC=1C(=NC(=NC1)N1C[C@@H](C(CC1)(F)F)O)NC1=CC=2C3=C(C(N(C2C=C1)C)=O)OCC[C@@H](N3)C3CC3